C(C)N(CCC[Ge]CCCN(CC)CC)CC Di(3-diethylaminopropyl)germanium